phenyl-(3-phenyl-bicyclo[1.1.0]butyl)methanone C1(=CC=CC=C1)C(=O)C12CC2(C1)C1=CC=CC=C1